C(C)(C)(C)OC(=O)N(C1=NC=CC2=C1N(C(N2[C@H](CCC(=O)O)CNC(=O)OC(C)(C)C)=O)C2=CC=C(C=C2)OC2=CC=CC=C2)C(=O)OC(C)(C)C (4R)-4-[4-[bis(tert-butoxycarbonyl)amino]-2-oxo-3-(4-phenoxyphenyl)imidazo[4,5-c]pyridin-1-yl]-5-(tert-butoxycarbonylamino)pentanoic acid